7-methoxy-1-methyl-9-(2-(piperidin-1-yl)propyl)-9H-pyrido[3,4-b]indole COC1=CC=C2C3=C(N(C2=C1)CC(C)N1CCCCC1)C(=NC=C3)C